hexyltin triacetate C(C)(=O)[O-].C(C)(=O)[O-].C(C)(=O)[O-].C(CCCCC)[Sn+3]